C(=O)C=1N=C(N(C1)C1=NC=C(C(=N1)OC)C#N)C 2-(4-formyl-2-methyl-1H-imidazol-1-yl)-4-methoxypyrimidine-5-carbonitrile